n-butyl-5,11,14-eicosatrienoic acid C(CCC)C(C(=O)O)CCC=CCCCCC=CCC=CCCCCC